C(C)N1C2=C([C@@H]([C@@H](C1=O)NC(C1=CC(=CC=C1)C(F)(F)F)=O)C1=CC=C(C=C1)F)C(=NN2C2CCOCC2)C(=O)O (4S,5S)-7-ethyl-4-(4-fluorophenyl)-1-(oxan-4-yl)-6-oxo-5-[3-(trifluoromethyl)benzamido]-4H,5H-pyrazolo[3,4-b]pyridine-3-carboxylic acid